ClC1=C(C=O)C(=CC=C1B1OC(C(O1)(C)C)(C)C)O 2-chloro-6-hydroxy-3-(4,4,5,5-tetramethyl-1,3,2-dioxaborolan-2-yl)benzaldehyde